4-bromo-2-((3,5-dichloro-phenylimino)meth-yl)phenyl isobutyrate C(C(C)C)(=O)OC1=C(C=C(C=C1)Br)C=NC1=CC(=CC(=C1)Cl)Cl